7-fluoro-5-((2'-(5-difluoromethoxyisoindolin-2-yl)-[2,4'-bipyrimidin]-4-yl)ethynyl)-1H-indazole FC=1C=C(C=C2C=NNC12)C#CC1=NC(=NC=C1)C1=NC(=NC=C1)N1CC2=CC=C(C=C2C1)OC(F)F